C(C=C)NC(C)C=1C(=NC=CN1)N1N=CC(=C1)C#N 1-[3-[1-(allylamino)ethyl]pyrazin-2-yl]pyrazole-4-carbonitrile